C1(CC1)S(=O)(=O)C1CC2C(NC1)=CC=CC2 3-(cyclopropanesulfonyl)-1,2,3,4,4a,5-hexahydrobenzo[b]pyridine